CN(CCC#CC1=C(C=C2C(=NC(=NC2=C1)N1CCCCC1)NC1CCN(CC1)C1=CC=CC=C1)OC)C 7-(4-(dimethylamino)but-1-yn-1-yl)-6-methoxy-N-(1-phenylpiperidine-4-yl)-2-(piperidine-1-yl)quinazolin-4-amine